1-(Tert-Butyl)-4-Isocyanatobenzene C(C)(C)(C)C1=CC=C(C=C1)N=C=O